C(C)(C)(C)OC(=O)N[C@H](CCC(N(C)OC)=O)C(=O)OC(C)(C)C Tert-butyl N2-(tert-butoxycarbonyl)-N5-methoxy-N5-methyl-D-glutaminate